P(=O)(O)(O)O.NC(O)C(CO)(CO)CO amino-pentaerythritol phosphate